CC1=CC=C(C=C1)S(=O)(=O)OCCCCCCC1=CC=C(C=C1)C(NC1C(C(C1(C)C)OC1=CC(=C(C=C1)C#N)C(F)(F)F)(C)C)=O 6-(4-(((1r,3r)-3-(4-Cyano-3-(trifluoromethyl)phenoxy)-2,2,4,4-tetramethylcyclobutyl)carbamoyl)phenyl)hexyl 4-methylbenzenesulfonate